bis(4-phenylphenyl)ethane-1,2-dione C1(=CC=CC=C1)C1=CC=C(C=C1)C(C(=O)C1=CC=C(C=C1)C1=CC=CC=C1)=O